2-(6-Chloro-2,4-dioxo-1H-quinazolin-3-yl)-N-[(1S)-1-(2,4-difluorophenyl)ethyl]acetamide ClC=1C=C2C(N(C(NC2=CC1)=O)CC(=O)N[C@@H](C)C1=C(C=C(C=C1)F)F)=O